OCC1C(CCC1)CO 1,2-bis(hydroxymethyl)cyclopentane